(E)-1-(4-(3-oxo-3-(6-oxo-3,6-dihydropyridin-1(2H)-yl)prop-1-en-1-yl)phenyl)-3-(p-tolyl)urea O=C(/C=C/C1=CC=C(C=C1)NC(=O)NC1=CC=C(C=C1)C)N1CCC=CC1=O